2-(difluoromethyl)-5-(3-fluoro-4-((4-(3-(4-methylpiperazin-1-yl)phenyl)-1H-1,2,3-triazol-1-yl)methyl)phenyl)-1,3,4-oxadiazole FC(C=1OC(=NN1)C1=CC(=C(C=C1)CN1N=NC(=C1)C1=CC(=CC=C1)N1CCN(CC1)C)F)F